tert-butyl (1S,5R)-7-[methyl-[6-[7-pyrazol-1-yl-1-(2-trimethyl silyl ethoxymethyl)indazol-4-yl]-1,2,4-triazin-3-yl] amino]-3-oxa-9-azabicyclo[3.3.1]nonane-9-carboxylate CN(C1C[C@@H]2COC[C@H](C1)N2C(=O)OC(C)(C)C)C=2N=NC(=CN2)C2=C1C=NN(C1=C(C=C2)N2N=CC=C2)COCC[Si](C)(C)C